FC(C(=O)O)(F)F.C(#N)C1(CC1)NC([C@H](CC(C)(C)F)N[C@H](C(F)(F)F)C=1C=CC2=C(OC3=C2C=C(C=C3)C=3N=C(N(C3)C)C)C1)=O (S)-N-(1-cyanocyclopropyl)-2-(((S)-1-(8-(1,2-dimethyl-1H-imidazol-4-yl)dibenzo[b,d]furan-3-yl)-2,2,2-trifluoroethyl)amino)-4-fluoro-4-methylpentanamide trifluoroacetate